tert-butyl (2-azaspiro[3.5]nonan-7-yl)carbamate C1NCC12CCC(CC2)NC(OC(C)(C)C)=O